O[C@H]1[C@@H](CCC1)NC(=O)C1=CC2=C(N=C(S2)C2CCN(CC2)C)C=C1 N-[(1R,2R)-2-hydroxycyclopentyl]-2-(1-methylpiperidin-4-yl)benzo[d]thiazole-6-carboxamide